C1(CC1)C=1OC2=C(C1)C(=CC=C2OC)C2=CC=NC=C2 4-(2-cyclopropyl-7-methoxybenzofuran-4-yl)pyridine